N1CCC(CC1)C(=O)C1=NC=CC=C1 piperidin-4-yl-(pyridine-2-yl)methanone